ClC=1C=C(C(=O)N2CC(CCC2)(C)C=2NC(C(=C(N2)C(=O)OC)O)=O)C=CC1Cl Methyl 2-(1-(3,4-Dichlorobenzoyl)-3-Methylpiperidin-3-Yl)-5-Hydroxy-6-Oxo-1,6-Dihydropyrimidine-4-Carboxylate